Tetrahydroisoquinolino-Benzodiazepine N1NCCCC2=C1C1=C(C=C2)N=CC=2C=CC=CC21